(E)-methyl 2-(4-formylbenzylidene)-4-oxo-4-phenylbutyrate C(=O)C1=CC=C(\C=C(\C(=O)OC)/CC(C2=CC=CC=C2)=O)C=C1